Tert-butyl 4-((6-hydroxypyridin-3-yl)(4-methoxypyridin-3-yl)amino)piperidine-1-carboxylate OC1=CC=C(C=N1)N(C1CCN(CC1)C(=O)OC(C)(C)C)C=1C=NC=CC1OC